COC(=O)C1=CC2=C(N=CC=3N2N=CC3)N=C1 Pyrazolo[1,5-a]pyrido[2,3-e]pyrazine-8-carboxylic acid methyl ester